C(C)(=O)N(N(C(=O)C1=CC=2C3=C(C(=NC2C=C1)N)C=NN3C)CC3=NC=C(C=C3)C(F)(F)F)CC(F)(F)F N'-acetyl-4-amino-1-methyl-N'-(2,2,2-trifluoroethyl)-N-((5-(trifluoromethyl)pyridin-2-yl)methyl)-1H-pyrazolo[4,3-c]quinoline-8-carbohydrazide